BrC1=C(N)C(=CC(=C1)Cl)Cl 2-bromo-4,6-dichloroaniline